C(C)(C)(C)OC(=O)N1CCC(CC1)N1C(NC2=C1C=CC=C2CC(=O)OC)=O 4-[4-(2-methoxy-2-oxo-ethyl)-2-oxo-3H-benzoimidazol-1-yl]piperidine-1-carboxylic acid tert-butyl ester